3-(5-((7-oxo-7-(piperidin-1-yl)heptyl)amino)benzofuran-3-yl)piperidine-2,6-dione O=C(CCCCCCNC=1C=CC2=C(C(=CO2)C2C(NC(CC2)=O)=O)C1)N1CCCCC1